5-(2,2,2-trifluoroethyl)-1,4,5,7-tetrahydropyrano[3,4-c]pyrazole-3-carboxylic acid FC(CC1CC2=C(NN=C2C(=O)O)CO1)(F)F